1,3-bis(carboxymethyl)imidazole chloride [Cl-].C(=O)(O)CN1CN(C=C1)CC(=O)O